ClCC1=NN(C(=C1)CSC=1C=C2C=CC=NC2=C(C1)OCC1=CC=C(C=C1)OCC)C 6-(((3-(Chloromethyl)-1-methyl-1H-pyrazol-5-yl)methyl)thio)-8-((4-ethoxybenzyl)oxy)quinoline